tert-butyl 2-((3-(methoxy carbonyl)-4-methylphenyl)ethynyl)azetidine-1-carboxylate COC(=O)C=1C=C(C=CC1C)C#CC1N(CC1)C(=O)OC(C)(C)C